Br(=O)(=O)O.BrCC=1C=NC=CC1 3-bromomethyl-pyridine bromate